ONC(=O)C=1C(=CC=C2C=CC=CC12)C(=O)N N-hydroxynaphthalenedicarboxamide